1,3-diisocyanato-4-methylcyclohexane N(=C=O)C1CC(C(CC1)C)N=C=O